di-tert-butyl-1-(1-(ethoxycarbonyl)cyclobutyl)-2-methylhydrazine methyl-(S,Z)-4-amino-5-(benzyloxy)pent-2-enoate hydrochloride Cl.COC(\C=C/[C@@H](COCC1=CC=CC=C1)N)=O.C(C)(C)(C)N(N(C1(CCC1)C(=O)OCC)C(C)(C)C)C